(S)-3-amino-3-(4-fluoro-5-methyl-2',6'-dichloro-[1,1'-biphenyl]-3-yl)propionic acid ethyl ester hydrochloride Cl.C(C)OC(C[C@@H](C=1C=C(C=C(C1F)C)C1=C(C=CC=C1Cl)Cl)N)=O